FC=1C=C(C(=O)NC=2C=CC(=NC2)C=2CCNCC2)C=CC1C=1CCNCC1 3-fluoro-N-(1',2',3',6'-tetrahydro-[2,4']bipyridinyl-5-yl)-4-(1,2,3,6-tetrahydro-pyridin-4-yl)-benzamide